C(C=C)(=O)N1[C@@H](CC1)COC(=O)N[C@@H](CC1=CC=CC=C1)B(O)O ((R)-1-(((((S)-1-acryloylazetidin-2-yl)methoxy)carbonyl)amino)-2-phenylethyl)boronic acid